CC(CS(=O)(=O)C=1C=C2CCN(C2=CC1)C(C)=O)(C)C 1-[5-(2,2-dimethylpropylsulfonyl)indolin-1-yl]ethanone